1-(2,5-dimethoxy-4-(2,2,2-trifluoroethoxy)phenyl)propan-2-amine COC1=C(C=C(C(=C1)OCC(F)(F)F)OC)CC(C)N